C(CCCCC=C)OCC(=O)O 2-(hept-6-en-1-yloxy)acetic acid